Tert-butyl 3-[[5-[1-[(2S,4R)-4-acetoxy-2-[(4-ethynylphenyl)methylcarbamoyl]pyrrolidine-1-carbonyl]-2-methyl-propyl]isoxazol-3-yl]oxymethyl]azetidine-1-carboxylate C(C)(=O)O[C@@H]1C[C@H](N(C1)C(=O)C(C(C)C)C1=CC(=NO1)OCC1CN(C1)C(=O)OC(C)(C)C)C(NCC1=CC=C(C=C1)C#C)=O